7-[2-((Z)-3-diethylaminoprop-1-enyl)-4-fluorobenzenesulfonylamino]-1,3a,4,9b-tetrahydro-2H-furo[2,3-c]chromene-6-carboxylic acid C(C)N(C\C=C/C1=C(C=CC(=C1)F)S(=O)(=O)NC1=CC=C2C3C(COC2=C1C(=O)O)OCC3)CC